FC1=C2C=C(NC2=CC=C1C1=C(C(=NC=2C(=CNC(C12)=O)C(=O)N1CCC(CC1)F)OC)OC)C (4-fluoro-2-methyl-1H-indol-5-yl)-8-(4-fluoropiperidine-1-carbonyl)-2,3-dimethoxy-5,6-dihydro-1,6-naphthyridin-5-one